OC1=C(C=C(C=C1)C)C(CC1=CC=C(C=C1)C)=O 1-(2-hydroxy-5-methylphenyl)-2-(4-methylphenyl)-1-ethanone